3-((4-nitro-1H-indol-2-yl)oxy)piperidine-2,6-dione [N+](=O)([O-])C1=C2C=C(NC2=CC=C1)OC1C(NC(CC1)=O)=O